C[C@@](CC)(CCCC(C)C)O |r| (+-)-3,7-Dimethyl-3-octanol